dimethyl-acetylene diformate C(=O)O.C(=O)O.CC#CC